C(C)=C1C2C3C(C4=CC=CC=C4OC3C(C1)C2)C 2-ethylidene-9-methyl-2,3,4,4a,9,9a-hexahydro-1H-1,4-methanoxanthene